F[C@@H]1[C@@H]([C@@H](N(C1)C(C(C)C)=O)CC=1C(=C(C=CC1)C1=C(C=CC(=C1)F)F)F)NS(=O)(=O)CC N-{(2S,3R,4S)-4-fluoro-1-(2-methylpropanoyl)-2-[(2,2',5'-trifluoro[1,1'-biphenyl]-3-yl)methyl]pyrrolidin-3-yl}ethanesulfonamide